1-(thiophen-2-ylmethyl)-3-(phenylethynyl)-4-(4-(trifluoromethyl)phenyl)-1H-pyrrole-2,5-dione S1C(=CC=C1)CN1C(C(=C(C1=O)C1=CC=C(C=C1)C(F)(F)F)C#CC1=CC=CC=C1)=O